C1(CC1)S(=O)(=O)NC1=NC=CC(=N1)C1(CCOCC1)C(=O)NC1=CC=C(C=C1)C1=NC(=CN=C1)OCC 4-(2-(cyclopropanesulfonylamino)pyrimidin-4-yl)-N-(4-(6-ethoxypyrazin-2-yl)phenyl)tetrahydro-2H-pyran-4-carboxamide